NCCOC(C)(C)OCCN 2,2-Bis(aminoethoxy)propan